5-(o-tolyl)-7-(2,2,2-trifluoroethoxy)imidazo[1,2-a]Quinoxaline-4(5H)-on C1(=C(C=CC=C1)N1C(C=2N(C3=CC=C(C=C13)OCC(F)(F)F)C=CN2)=O)C